ethyl 2-ethyl-5-methoxy-1-methyl-6-oxopyrimidine-4-carboxylate C(C)C=1N(C(C(=C(N1)C(=O)OCC)OC)=O)C